[1,1-dimethyl-4-[[1-[3-(methylcarbamoyl)-7-(trifluoromethyl) thieno[3,2-b]pyridin-5-yl]-4-piperidinyl] oxy] but-2-ynyl] acetate C(C)(=O)OC(C#CCOC1CCN(CC1)C1=CC(=C2C(=N1)C(=CS2)C(NC)=O)C(F)(F)F)(C)C